BrC=1OC=C(N1)CC(C(=O)O)NC(=O)OC(C)(C)C 3-(2-bromo-1,3-oxazol-4-yl)-2-[(tert-butoxycarbonyl)amino]propanoic acid